(2-morpholinoethyl)quinazolin-4(3H)-one O1CCN(CC1)CCC1=NC2=CC=CC=C2C(N1)=O